1',6'-dimethyl-spiro[cyclopentane-1,9'-fluorene]-2',4',7'-triol CC1=C(C=C(C=2C3=CC(=C(C=C3C3(C12)CCCC3)O)C)O)O